ClCC(=O)[C@@H](CC(C)C)NC([O-])=O [(1R)-1-(2-chloroacetyl)-3-methyl-butyl]carbamate